C(C)(C)(C)OC(=O)N1C[C@H]([C@H](CC1)C=O)F tert-butyl-(3S,4R)-3-fluoro-4-formyl-piperidine-1-carboxylate